N-(2,3-dihydro-4H-benzo[b][1,4]oxazin-4-yl)-7-fluoro-4-((1s,3s)-1-imino-1-oxido-thietan-3-yl)-8-(2,3,5-trifluorophenyl)quinoline-3-carboxamide O1C2=C(N(CC1)NC(=O)C=1C=NC3=C(C(=CC=C3C1C1CS(C1)(=O)=N)F)C1=C(C(=CC(=C1)F)F)F)C=CC=C2